4-(but-2-enoyl)-5-ethyl-3,5-dimethylcyclohex-2-en-1-yl acetate C(C)(=O)OC1C=C(C(C(C1)(C)CC)C(C=CC)=O)C